BrC=1C=C(C=NC1)OC(C(=O)OC(C)(C)C)(C)C tert-Butyl 2-((5-bromopyridin-3-yl)oxy)-2-methylpropanoate